C(C)(C)(C)C1=NC(=NO1)C(=O)N[C@H](C)C1=C(C(=C(C=C1)B1OC(C(O1)(C)C)(C)C)F)C (R)-5-(tert-butyl)-N-(1-(3-fluoro-2-methyl-4-(4,4,5,5-tetramethyl-1,3,2-dioxaborolan-2-yl)phenyl)ethyl)-1,2,4-oxadiazole-3-carboxamide